4-(1-pyrrolidinyl)benzonitrile N1(CCCC1)C1=CC=C(C#N)C=C1